ClC=1C(=NC(=NC1)NC1=CC=C(C=C1)N1CCNCC1)NC1=C(C(=O)NC)C=CC=C1 2-((5-Chloro-2-((4-(piperazin-1-yl)phenyl)amino)pyrimidin-4-yl)amino)-N-methylbenzamide